8-bromo-N,N-dimethyl-quinolin-4-amine BrC=1C=CC=C2C(=CC=NC12)N(C)C